CN(C(=O)C=1NC2=CC=CC=C2C1)C1=CC=CC=C1 N-methyl-N-phenyl-1H-indole-2-carboxamide